FC=1C=C(C(=C(C1)N(C1=NC=CC=C1)C)C)N 5-fluoro-N1,2-dimethyl-N1-(pyridin-2-yl)benzene-1,3-diamine